2-(3-fluoro-2-methylpyridin-4-yl)-3-isopropyl-5-(1-((2-methoxypyrimidin-5-yl)methyl)piperidin-4-yl)-1H-indole FC=1C(=NC=CC1C=1NC2=CC=C(C=C2C1C(C)C)C1CCN(CC1)CC=1C=NC(=NC1)OC)C